N-(4-(((R)-1-Hydroxy-4-methylpentan-2-yl)amino)-6-(2-(4-(morpholinomethyl)phenyl)propyl)-1,3,5-triazin-2-yl)methanesulfonamide OC[C@@H](CC(C)C)NC1=NC(=NC(=N1)CC(C)C1=CC=C(C=C1)CN1CCOCC1)NS(=O)(=O)C